Br[C@H](C)C=1C=C(C=C2CC3=C(C4=C(N(CC3)C(=O)C3CC3)C=CC=C4)OC12)C |r| (±)-12-(1-Bromoethyl)-5-cyclopropylcarbonyl-10-methyl-6,7-dihydrobenzo[b]chromeno[2,3-d]azepine